alpha-methylacetoacetylcarnitine CC(C(=O)C(O)(C[N+](C)(C)C)CC([O-])=O)C(=O)C